N-[(6-fluoro-2-methyl-3-pyridyl)methyl]-6-[4-[methyl(propanoyl)amino]phenyl]pyridine-3-carboxamide FC1=CC=C(C(=N1)C)CNC(=O)C=1C=NC(=CC1)C1=CC=C(C=C1)N(C(CC)=O)C